(2S,3R,E)-3-hydroxy-2-tricosanamidooctadec-4-en-1-yl (2-(trimethylammonio)ethyl) phosphate P(=O)(OC[C@@H]([C@@H](\C=C\CCCCCCCCCCCCC)O)NC(CCCCCCCCCCCCCCCCCCCCCC)=O)(OCC[N+](C)(C)C)[O-]